Aluminium dioxid [O-2].[O-2].[Al+3]